((5-(2,6-dioxopiperidin-3-yl)-4-oxo-5,6-dihydro-4H-thieno[3,4-c]pyrrol-1-yl)methyl)-hexanamide O=C1NC(CCC1N1CC=2C(C1=O)=CSC2CC(C(=O)N)CCCC)=O